FC(O\N=C\C1=CC=C(C=C1)C(C)(C)C)(F)F (E)-4-tert-butylbenzaldehyde O-trifluoromethyloxime